BrC=1C(=CC(=NC1)C(F)(F)F)CC(C)N 1-(5-bromo-2-(trifluoromethyl)pyridin-4-yl)propan-2-amine